N1(C=CC=C1)CCC(C=CC=C)=C 1-(N-pyrrolyl)-3-methylenehept-4,6-diene